imidazole-1-Formamide N1(C=NC=C1)C(=O)N